2,6-di-tert-butyl-4-(3-chloro-1-(2-methoxyphenyl)-3-(4-methoxyphenyl)allyl)phenol C(C)(C)(C)C1=C(C(=CC(=C1)C(C=C(C1=CC=C(C=C1)OC)Cl)C1=C(C=CC=C1)OC)C(C)(C)C)O